methyl 3-oxo-cyclobutanecarboxylate O=C1CC(C1)C(=O)OC